CC1=CC(OC2=CC3=C(C=C12)C=CC(=C3)N3CCOCC3)=S 4-methyl-8-morpholino-2H-benzo[g]chromene-2-thione